ClC=1C=2N(C=CN1)C(=CN2)C=2C(=NN(C2)CC(F)F)C#N 4-(8-chloroimidazo[1,2-a]pyrazin-3-yl)-1-(2,2-difluoroethyl)pyrazole-3-carbonitrile